7-methoxy-2-((3R)-1-((4-methyl-1,3-oxazol-5-yl)carbonyl)piperidin-3-yl)[1,2,4]triazolo[1,5-c]quinazolin-5-amine COC1=CC=CC=2C=3N(C(=NC12)N)N=C(N3)[C@H]3CN(CCC3)C(=O)C3=C(N=CO3)C